6-(2-amino-5-(4-((1-(cyclopropylmethyl)piperidin-4-yl)oxy)phenyl)-6-fluoropyridin-3-yl)-3,4-dihydroisoquinolin-1(2H)-one NC1=NC(=C(C=C1C=1C=C2CCNC(C2=CC1)=O)C1=CC=C(C=C1)OC1CCN(CC1)CC1CC1)F